4-((20-azido-3,6,9,12,15,18-hexaoxaeicosyl)amino)-2-(2,6-dioxopiperidin-3-yl)isoindoline-1,3-dione N(=[N+]=[N-])CCOCCOCCOCCOCCOCCOCCNC1=C2C(N(C(C2=CC=C1)=O)C1C(NC(CC1)=O)=O)=O